6-hexanediyl biscarbamate C(N)(OCCCCCCOC(N)=O)=O